ClC1=CC=C(C=C1)[C@@H]1C[C@H]2OC([C@@]1(C=C2)C(=O)OC)=O Methyl (1R,4R,8S)-8-(4-chlorophenyl)-3-oxo-2-oxabicyclo[2.2.2]oct-5-ene-4-carboxylate